FC(C1=CC=C(C=C1)N1CCNCC1)(F)F 4-[4-(trifluoromethyl)phenyl]Piperazine